C1(CC1)S(=O)(=O)N1N=CC(=C1)C1=NC=CC(=N1)NC1=NC=C(C(=C1)NC1CCC(CC1)CN(C)C)C=1N=NC(=CC1)N1CCC(CC1)(F)F N2-(2-(1-(Cyclopropylsulfonyl)-1H-pyrazol-4-yl)pyrimidin-4-yl)-5-(6-(4,4-difluoropiperidin-1-yl)pyridazin-3-yl)-N4-((1s,4s)-4-((dimethylamino)methyl)cyclohexyl)pyridine-2,4-diamine